4-Pregnen-11α-ol-3,20-dione CC(=O)[C@H]1CC[C@@H]2[C@@]1(C[C@H]([C@H]3[C@H]2CCC4=CC(=O)CC[C@]34C)O)C